ClC1=CC=C2C(=N1)C(CC2)(C)NC(OC(C)(C)C)=O tert-butyl N-(2-chloro-7-methyl-5,6-dihydrocyclopenta[b]pyridin-7-yl)carbamate